1-(tetrahydro-2H-pyran-2-yl)-1H-pyrazolo[3,4-b]pyridine O1C(CCCC1)N1N=CC=2C1=NC=CC2